7,7',7''-(4-(4-(pyridin-2-yl)phenyl)pyridine-2,3,6-triyl)tris(7H-benzo[c]carbazole) N1=C(C=CC=C1)C1=CC=C(C=C1)C1=C(C(=NC(=C1)N1C=2C=CC=CC2C=2C3=C(C=CC12)C=CC=C3)N3C=1C=CC=CC1C=1C2=C(C=CC31)C=CC=C2)N2C=3C=CC=CC3C=3C1=C(C=CC23)C=CC=C1